1-(4-amino-5-((2-cyclopropyl-4,6-difluorobenzo[d]thiazol-5-yl)ethynyl)-8-methyl-8,9-dihydropyrazino[1',2':1,5]pyrrolo[2,3-d]pyrimidin-7(6H)-yl)but-2-yn-1-one NC=1C2=C(N=CN1)N1C(=C2C#CC=2C(=CC3=C(N=C(S3)C3CC3)C2F)F)CN(C(C1)C)C(C#CC)=O